C(C)(C)(C)C1=CC=CC2=C(C3=CC=CC=C3C(=C12)OC(=O)C1C(C2C(=CC1C2)C)C(=O)O)OC(=O)C2C(C1C(=CC2C1)C)C(=O)O 1-(tert-butyl)-9,10-bis[2-carboxy(3,6-methano-4-methyl-4-cyclohexenyl)]carbonyloxyanthracene